C4-acetamido-1-(tetrahydro-2H-pyran-2-yl)-1H-pyrazole-3-carboxylic acid methyl ester COC(=O)C1=NN(C=C1NC(C)=O)C1OCCCC1